BrC1=CC=C(S1)C(C(=O)OC(C)(C)C)(CCCC(CS(=O)(=O)CCO[Si](C)(C)C(C)(C)C)(C)C)C tert-butyl 2-(5-bromothiophen-2-yl)-7-((2-((tert-butyldimethylsilyl)oxy)ethyl)sulfonyl)-2,6,6-trimethylheptanoate